N-(3-chloro-4-fluorophenyl)-6-methyl-2-(methylsulfonyl)-1H-indol ClC=1C=C(C=CC1F)N1C(=CC2=CC=C(C=C12)C)S(=O)(=O)C